NC=1N(C2=C(N1)C(=C(C=C2C#N)CC=2C=NC=CC2)OC)C 2-amino-7-methoxy-3-methyl-6-(3-pyridylmethyl)benzimidazole-4-carbonitrile